BrCC1=CC(=CC=C1)CC=C 1-(bromomethyl)-3-allylbenzene